ethyl 2-[(1R,5S)-3-[2-(3-bromo-2-methyl-phenoxy)ethoxy]-8-azabicyclo[3.2.1]octan-8-yl]acetate BrC=1C(=C(OCCOC2C[C@H]3CC[C@@H](C2)N3CC(=O)OCC)C=CC1)C